Methyl 4-amino-2-oxo-7-(trifluoromethyl)-1-(4-(2-(trimethylsilyl)ethynyl)phenyl)-1,2-dihydroquinoline-3-carboxylate NC1=C(C(N(C2=CC(=CC=C12)C(F)(F)F)C1=CC=C(C=C1)C#C[Si](C)(C)C)=O)C(=O)OC